COC(=O)N1C2CC(C1)C2 methyl-2-azabicyclo[2.1.1]hexane-2-carboxylate